methyl(1-hydroxy-6,6,9-trimethyl-3-pentyl-6H-benzo[c]chromene-2-carbonyl)glycinate CN(CC(=O)[O-])C(=O)C=1C(=C2C3=C(C(OC2=CC1CCCCC)(C)C)C=CC(=C3)C)O